(4-(1-phenyl-2-(trifluoromethyl)-1H-benzimidazol-5-yl)phenyl)-3-(2-(pyrrolidin-1-yl)ethyl)urea C1(=CC=CC=C1)N1C(=NC2=C1C=CC(=C2)C2=CC=C(C=C2)NC(=O)NCCN2CCCC2)C(F)(F)F